C(#N)C=1C=C(C=CC1)C1=NN2C(N=C(C=C2)C(=O)O)=C1C1=C(C(=NC(=C1)C)C)F 2-(3-cyanophenyl)-3-(3-fluoro-2,6-dimethyl-4-pyridinyl)pyrazolo[1,5-a]pyrimidine-5-carboxylic acid